C12CC(C1)(C2)COC2=NNC=C2 3-(3-bicyclo[1.1.1]pentanylmethoxy)-1H-pyrazole